ClC=1C=C(C=CC1)C1C(NC(N1)=O)=O 5-(m-chlorophenyl)-hydantoin